The molecule is a methyl glycoside that is beta-D-Gal-(1->4)-[beta-D-Gal-(1->4)-beta-D-Glc-(1->6)]-beta-D-GlcNAc in which the CH2OH of the galactose within the trisaccharide chain is replaced by anionic carboxylate and the hydroxy group at the reducing-end anomeric centre is methylated. It is a methyl glycoside and a carbohydrate acid derivative anion. It derives from a beta-D-Galp-(1->4)-[beta-D-Galp-(1->4)-beta-D-Glcp-(1->6)]-beta-D-GlcpNAc. CC(=O)N[C@@H]1[C@H]([C@@H]([C@H](O[C@H]1OC)CO[C@H]2[C@@H]([C@H]([C@@H]([C@H](O2)CO)O[C@H]3[C@@H]([C@H]([C@H]([C@H](O3)C(=O)[O-])O)O)O)O)O)O[C@H]4[C@@H]([C@H]([C@H]([C@H](O4)CO)O)O)O)O